ClC1=C(C=C(OCC(=O)NC23CC(C2)(C3)NC3=NC(=CN=C3)C3CC3)C=C1)F 2-(4-chloro-3-fluorophenoxy)-N-{3-[(6-cyclopropylpyrazin-2-yl)amino]bicyclo[1.1.1]pentan-1-yl}acetamide